(3-(3-methyl-1,2,4-thiadiazol-5-yl)-5,6,7,8-tetrahydro-[1,2,4]triazolo[4,3-a]pyridin-7-yl)methanone CC1=NSC(=N1)C1=NN=C2N1CCC(C2)C=O